methyl 2-[[(4R)-2-[[2-chloro-3-(4,4,5,5-tetramethyl-1,3,2-dioxaborolan-2-yl)phenyl]carbamoyl]-4,5,6,7-tetrahydropyrazolo[1,5-a]pyridin-4-yl]amino]-2-methyl-propanoate ClC1=C(C=CC=C1B1OC(C(O1)(C)C)(C)C)NC(=O)C1=NN2C([C@@H](CCC2)NC(C(=O)OC)(C)C)=C1